ClC=1C(=C(C=CC1)C1(CN(C1)C(=O)OC(C)(C)C)NC1=CC=C2C=NN(C2=C1)C)C tert-butyl 3-(3-chloro-2-methylphenyl)-3-((1-methyl-1H-indazol-6-yl)amino)azetidine-1-carboxylate